N1N=C(C=C1)[C@H]1CN(CCC1)C1=NC2=C(C=C(C=C2C(N1C)=O)C)[C@@H](C)NC=1C(=NC(=CC1)Cl)C(=O)NS(=O)(=O)C |o1:5| 3-(((R)-1-(2-((R*)-3-(1H-pyrazol-3-yl)piperidin-1-yl)-3,6-dimethyl-4-oxo-3,4-dihydroquinazolin-8-yl)ethyl)amino)-6-chloro-N-(methylsulfonyl)picolinamide